(1,2-bis(2-bromoacetyl)-2-(3-phosphonopropyl)hydrazineyl)hexanoic acid BrCC(=O)N(N(CCCP(=O)(O)O)C(CBr)=O)C(C(=O)O)CCCC